(3-(4-bromo-2-imino-3-methyl-2,3-dihydro-1H-imidazol-1-yl)propyl)-carbamic acid tert-butyl ester C(C)(C)(C)OC(NCCCN1C(N(C(=C1)Br)C)=N)=O